benzyl-5-fluoro-1-(hydroxymethyl)indane-1-carboxamide C(C1=CC=CC=C1)C1C(C2=CC=C(C=C2C1)F)(C(=O)N)CO